C(C)(=O)C1=CNC2=CC(=CC=C12)C(=O)O 3-ACETYL-1H-INDOLE-6-CARBOXYLIC ACID